C(C)(C)(C)OC(=O)N1[C@@H]([C@H](CCC1)O[Si](C)(C)C(C)(C)C)CCC(=O)OCC (2R,3S)-3-((tert-butyldimethylsilyl)oxy)-2-(3-ethoxy-3-oxopropyl)piperidine-1-carboxylic acid tert-butyl ester